5-bromo-1-(4-methoxybenzyl)-1H-pyrazolo[3,4-d]thiazole-3-carboxylic acid methyl ester COC(=O)C1=NN(C=2N=C(SC21)Br)CC2=CC=C(C=C2)OC